Ethyl (2S)-2-(((((1R,4S)-4-(5-methyl-2,4-dioxo-3H-pyrimidin-1-yl)cyclopent-2-en-1-yl)oxy)methyl(phenoxy)phosphoryl)amino)propanoate CC=1C(NC(N(C1)[C@@H]1C=C[C@@H](C1)OCP(=O)(OC1=CC=CC=C1)N[C@H](C(=O)OCC)C)=O)=O